ClC1=CC(=CC=2CC(OC21)C2=CC(=CC=C2)S(=O)(=O)Cl)C(F)(F)F 7-chloro-2-[m-(chlorosulfonyl)phenyl]-5-(trifluoromethyl)-2,3-dihydro-1-benzofuran